C1(=CCCCC1)CC1(CC1)O 1-(cyclohex-1-en-1-ylmethyl)cyclopropane-1-ol